(4-(methyl(pyridin-3-ylmethyl)amino)piperidin-1-yl)(3,3,5-trimethyl-2,3-dihydro-1H-pyrrolo[3,2-b]pyridin-1-yl)methanone CN(C1CCN(CC1)C(=O)N1CC(C2=NC(=CC=C21)C)(C)C)CC=2C=NC=CC2